C=C(C(=O)[O-])CC(=O)OC1(CCC1)C1=CC=C(C=C1)C(F)(F)F 4-(1-(4-(trifluoromethyl)phenyl)cyclobutyl) 2-methylenesuccinate